N-(1-cyclohexylethyl)-4-(3-ethyl-4-methyl-5-oxo-4,5-dihydro-1H-1,2,4-triazol-1-yl)-5-fluoro-2-[(2S)-pent-2-yloxy]benzamide C1(CCCCC1)C(C)NC(C1=C(C=C(C(=C1)F)N1N=C(N(C1=O)C)CC)O[C@@H](C)CCC)=O